calcium 3-hydroxy-4-[(4-methyl-2-sulfonatophenyl)azo]-2-naphthoate OC=1C(=CC2=CC=CC=C2C1N=NC1=C(C=C(C=C1)C)S(=O)(=O)[O-])C(=O)[O-].[Ca+2]